C(C1=CC=CC=C1)OC=1C(C=CN2N(CN(C(C21)=O)C)C21C(=CC3=CC=CC=C23)CC=2C(=C(C=CC21)F)F)=O 5-(benzyloxy)-1-(7,8-difluoroindeno[1,2-a]inden-4b(9H)-yl)-3-methyl-2,3-dihydro-1H-pyrido[2,1-f][1,2,4]triazine-4,6-dione